C(C)(C)(C)N1N=CC(=C1)C(=O)NCC1=C(C=C(C=C1)C1=NC=NN2C1=CC(=C2)N2CCOCC2)Cl 1-(tert-butyl)-N-(2-chloro-4-(6-morpholinopyrrolo[2,1-f][1,2,4]triazin-4-yl)benzyl)-1H-pyrazole-4-carboxamide